N-(4-((3S,5S)-3-Amino-5-methylpiperidin-1-yl)-5-(1-(tetrahydro-2H-pyran-4-yl)-1H-pyrazol-4-yl)pyridin-2-yl)-1-isopropyl-1H-pyrazolo[3,4-b]pyridin-6-amine N[C@@H]1CN(C[C@H](C1)C)C1=CC(=NC=C1C=1C=NN(C1)C1CCOCC1)NC1=CC=C2C(=N1)N(N=C2)C(C)C